ClC1=C(C=C(C=C1)N)C(F)(F)F 4-chloro-3-(trifluoromethyl)phenylamine